1-((3R,4S)-4-((5-(1-(2,2-difluoroethyl)-4-fluoro-1H-benzo[d]imidazol-6-yl)-6-fluoro-4-methoxypyrrolo[2,1-f][1,2,4]triazin-2-yl)amino)-3-fluoropiperidin-1-yl)-2-hydroxyethan-1-one FC(CN1C=NC2=C1C=C(C=C2F)C=2C(=CN1N=C(N=C(C12)OC)N[C@@H]1[C@@H](CN(CC1)C(CO)=O)F)F)F